[Cl-].C(C1=CC=CC=C1)[N+](C)(C)C benzyltrimethylammonium chloride